OCC[N+](C)(C)C.P(=O)([O-])([O-])[O-].OC[C@H](N)[C@H](O)\C=C\CCCCCCCCCCCCC.OCC[N+](C)(C)C.OCC[N+](C)(C)C Sphingosine Phosphate Choline